C(C1=CC=CC=C1)OC(=O)N[C@@H](CC1=CC(=CC=C1)Br)C(=O)O N-[(benzyloxy)carbonyl]-3-bromo-L-phenylalanine